NC1=NC(=NC=C1CNC(N(CCOC(F)(F)F)N=O)=O)C 3-((4-amino-2-methylpyrimidin-5-yl)methyl)-1-nitroso-1-(2-(trifluoromethoxy)ethyl)urea